r-1,6-hexanediol C(CCCCCO)O